4-methyl-N-(3-(trifluoromethyl)phenyl)benzothioamide CC1=CC=C(C(NC2=CC(=CC=C2)C(F)(F)F)=S)C=C1